copper-manganese-cerium [Ce].[Mn].[Cu]